5-(2-acetyl-7-{[(3R)-3-methyl-3,4-dihydroisoquinolin-2(1H)-yl]carbonyl}-1,2,3,4-tetrahydroisoquinolin-6-yl)-1,2-dimethyl-N-phenyl-N-(pyridin-4-yl)-1H-pyrrole-3-carboxamide C(C)(=O)N1CC2=CC(=C(C=C2CC1)C1=CC(=C(N1C)C)C(=O)N(C1=CC=NC=C1)C1=CC=CC=C1)C(=O)N1CC2=CC=CC=C2C[C@H]1C